1-(cyclobutylmethyl)pyrrolidin C1(CCC1)CN1CCCC1